methyl rac-4-((2R,3S,4S,5R)-3-(3-(((tert-butyldimethylsilyl)oxy)methyl)-4-fluoro-2-methoxyphenyl)-4,5-dimethyl-5-(trifluoromethyl)tetrahydrofuran-2-carboxamido)picolinate [Si](C)(C)(C(C)(C)C)OCC=1C(=C(C=CC1F)[C@H]1[C@@H](O[C@]([C@H]1C)(C(F)(F)F)C)C(=O)NC1=CC(=NC=C1)C(=O)OC)OC |r|